FC1(CC1)C(=O)N (1-fluorocyclopropyl)carboxamide